7-bromo-8-methoxy-3H,9aH-pyrido[1,2-a]pyrimidin-4-one BrC=1C(=CC2N(C(CC=N2)=O)C1)OC